BrC1=C(C=CC=C1)N1C=NC2=C1C=CC=C2 N-(2-bromophenyl)benzimidazole